OC1(COC1)C=1C=C(C=CC1)/C=C/C(=O)C1=CC=C(C=C1)C(F)(F)F (E)-3-[3-(3-Hydroxyoxetan-3-yl)phenyl]-1-[4-(trifluoromethyl)phenyl]prop-2-en-1-one